Cbz-homoserine C(=O)(OCC1=CC=CC=C1)N[C@@H](CCO)C(=O)O